(2S,5R)-7-Oxo-2-(N-(piperidin-2-ylmethyl) carbamimidoyl)-1,6-diazabicyclo[3.2.1]octan-6-yl hydrogen sulfate S(=O)(=O)(ON1[C@@H]2CC[C@H](N(C1=O)C2)C(NCC2NCCCC2)=N)O